4-(4-(4-((4-amino-2-oxopyrimidin-1(2H)-yl)methyl)phenyl)-1H-1,2,3-triazol-1-yl)butanoic acid NC1=NC(N(C=C1)CC1=CC=C(C=C1)C=1N=NN(C1)CCCC(=O)O)=O